CC1(SC2=C(C(=N1)C#C[Si](C)(C)C)C=CC=C2)C 2,2-dimethyl-4-((trimethylsilyl)ethynyl)-2H-benzo[e][1,3]thiazine